5-bromo-1-(2-methyl-2H-benzo[d][1,2,3]triazol-5-yl)-1H-pyrazol-3-amine BrC1=CC(=NN1C1=CC=2C(=NN(N2)C)C=C1)N